8-[(2s,5r)-4-[bis(4-fluorophenyl)methyl]-5-ethyl-2-methylpiperazin-1-yl]-5-methyl-6-oxo-5,6-dihydro-1,5-naphthyridine-2-carbonitrile FC1=CC=C(C=C1)C(N1C[C@@H](N(C[C@H]1CC)C1=CC(N(C=2C=CC(=NC12)C#N)C)=O)C)C1=CC=C(C=C1)F